(1,3,2-dithiarsolan-2-yl)-2-methoxyaniline S1[As](SCC1)NC1=C(C=CC=C1)OC